ClC1=CC=C(C=C1)N(C(C1=NC(=CC=C1)C1=CC=C(C=C1)C)=O)C N-(4-chlorophenyl)-N-methyl-6-(p-tolyl)picolinamide